(R)-3-((5-chloro-1H-indol-2-yl)methyl)-1-(1-(2-hydroxy-2-methylpropanoyl)piperidin-3-yl)-1-methylurea ClC=1C=C2C=C(NC2=CC1)CNC(N(C)[C@H]1CN(CCC1)C(C(C)(C)O)=O)=O